2-Amino-4-(trifluoromethyl)-6-(((1S,3S)-3-(trifluoromethyl)cyclohexyl)methyl)-6,7-dihydro-5H-pyrrolo[3,4-d]pyrimidin-5-one NC=1N=C(C2=C(N1)CN(C2=O)C[C@@H]2C[C@H](CCC2)C(F)(F)F)C(F)(F)F